ClC=1C=CC2=C(C=C(O2)C(C(=O)N[C@@H]([C@H](O)C2=CC3=C(OCCO3)C=C2)CN2CC(C2)(C)C)(F)F)C1 2-(5-chlorobenzofuran-2-yl)-N-((1r,2r)-1-(2,3-dihydrobenzo[b][1,4]dioxin-6-yl)-3-(3,3-dimethylazetidin-1-yl)-1-hydroxypropan-2-yl)-2,2-difluoroacetamide